Cl.S1C(=NC=C1)N [1,3]thiazol-2-amine monohydrochloride